COCCOCCNS(=O)(=O)C=1C=C(C=CC1)C1=CN=C2N1C=C(C=C2)N(C(OC(C)(C)C)=O)C tert-butyl (3-(3-(N-(2-(2-methoxyethoxy)ethyl)sulfamoyl)phenyl)imidazo[1,2-a]pyridin-6-yl)(methyl)carbamate